ClC1=CC2=C(C=N1)C=NN2C2=NC(=NC(=C2)CC)C(C)(F)F 6-chloro-1-(2-(1,1-difluoroethyl)-6-ethylpyrimidin-4-yl)-1H-pyrazolo[4,3-c]pyridine